bis-benzothiazolylmethane S1C(=NC2=C1C=CC=C2)CC=2SC1=C(N2)C=CC=C1